N-(2-(3-hydroxy-3-methylbutyl)-6-(pyridin-3-yl)-2H-indazol-5-yl)-2-(pyridin-3-yl)thiazole-4-carboxamide OC(CCN1N=C2C=C(C(=CC2=C1)NC(=O)C=1N=C(SC1)C=1C=NC=CC1)C=1C=NC=CC1)(C)C